3-(6-(6-acetamido-3-methyl-1H-pyrazolo[4,3-c]pyridin-1-yl)pyridin-2-yl)-3-fluoroazetidine-1-carboxylic acid tert-butyl ester C(C)(C)(C)OC(=O)N1CC(C1)(F)C1=NC(=CC=C1)N1N=C(C=2C=NC(=CC21)NC(C)=O)C